2-(4-(4-fluorophenyl)-1-(oxetan-3-yl)-1H-imidazol-5-yl)-N-(5-morpholinopyridin-2-yl)thiazole-4-carboxamide FC1=CC=C(C=C1)C=1N=CN(C1C=1SC=C(N1)C(=O)NC1=NC=C(C=C1)N1CCOCC1)C1COC1